(S)-N-methyl-6-(4-(trifluoromethyl)phenyl)-1,2,4,4a,5,6-hexahydro-3H-pyrazino[1,2-a]quinoxaline-3-sulfonamide CNS(=O)(=O)N1C[C@H]2N(C3=CC=CC=C3N(C2)C2=CC=C(C=C2)C(F)(F)F)CC1